ClC=1C=CC(=C(C1)NC(C(=O)N[C@H](C(=O)NC1=CC=C(C(=O)O)C=C1)CC1=CC=CC=C1)=O)N1C=NC=C1 (S)-4-(2-(2-((5-chloro-2-(1H-imidazol-1-yl)phenyl)amino)-2-oxoacetamido)-3-phenylpropionamido)benzoic acid